(2-(3-bromothiophen-2-yl)ethoxy)(tert-butyl)diphenylsilane BrC1=C(SC=C1)CCO[Si](C1=CC=CC=C1)(C1=CC=CC=C1)C(C)(C)C